COCCOC=1C=C(C(=NC1)N1CCN(CC1)CCN(C1=CC=2N(C(=N1)N)N=C(N2)C=2OC=CN2)C)C(F)(F)F N7-(2-(4-(5-(2-methoxyethoxy)-3-(trifluoromethyl)pyridin-2-yl)piperazin-1-yl)ethyl)-N7-methyl-2-(oxazol-2-yl)-[1,2,4]triazolo[1,5-c]pyrimidine-5,7-diamine